rac-rel-(1R,5S)-3-tert-Butoxycarbonyl-1-[5-(1-piperidylmethyl)-5,6-dihydro-1,4,2-dioxazin-3-yl]-3-azabicyclo[3.2.0]heptane-5-carboxylic acid C(C)(C)(C)OC(=O)N1C[C@]2(CC[C@]2(C1)C(=O)O)C1=NOC[C@H](O1)CN1CCCCC1 |o1:9,12,&1:21|